7-methoxy-2-oxo-2H-chromene COC1=CC=C2C=CC(OC2=C1)=O